4-[(2R)-2,3-di(hexadecanoyloxy)propoxy]-4-oxo-butyric acid C(CCCCCCCCCCCCCCC)(=O)O[C@@H](COC(CCC(=O)O)=O)COC(CCCCCCCCCCCCCCC)=O